C(C)(C)(C)OC(=O)NC=1C=NC=CC1CCC(CC(=O)[O-])O 3-[3-(tert-butoxycarbonylamino)-4-pyridyl]Ethyl-3-hydroxy-propionate